N-[6-(6-methylpyridin-2-yl)-2H,3H,4H-pyrido[3,2-b][1,4]oxazin-8-yl]pyridin CC1=CC=CC(=N1)C=1C=C(C=2OCCNC2N1)N1CC=CC=C1